4-((3-bromophenoxy)methyl)pyridine tert-butyl-(3S,4S)-3-[[4-(5-cyclopropyl-6-methoxy-pyrazolo[1,5-a]pyrimidin-3-yl)-5-fluoro-pyrimidin-2-yl]amino]-4-fluoro-piperidine-1-carboxylate C(C)(C)(C)OC(=O)N1C[C@@H]([C@H](CC1)F)NC1=NC=C(C(=N1)C=1C=NN2C1N=C(C(=C2)OC)C2CC2)F.BrC=2C=C(OCC1=CC=NC=C1)C=CC2